C(CCCCCCCCCCC)(=O)N[C@@H](CCC(=O)O)C(=O)O.C(CCCCCCC)C(CCCCCCCCC)O octyldecanol lauroyl-glutamate